2-[1-benzyloxy-1-(trifluoromethyl)but-3-enyl]-5-[3-bromo-6-pent-4-enoxy-5-(trifluoromethyl)-2-pyridinyl]-1,3,4-oxadiazole C(C1=CC=CC=C1)OC(CC=C)(C(F)(F)F)C=1OC(=NN1)C1=NC(=C(C=C1Br)C(F)(F)F)OCCCC=C